C(C1=CC=CC=C1)C1=C(C=CC=C1)C1=NOC(O1)=O 3-(2-Benzylphenyl)-1,4,2-dioxazol-5-one